N(=N[P])[P] azophosphorus